2-[[4-[4-hydroxypiperidinyl]-6-(5-oxazolyl)-2-pyrimidinyl]amino]-4-methyl-5-thiazolecarboxylic acid ethyl ester C(C)OC(=O)C1=C(N=C(S1)NC1=NC(=CC(=N1)N1CCC(CC1)O)C1=CN=CO1)C